1,4-diisopropylbenzene hydroperoxide [O-]O.C(C)(C)C1=CC=C(C=C1)C(C)C